4-[(2E)-9,10-dimethoxy-4-oxo-2-[(2,4,6-trimethylphenyl)imino]-6H,7H-pyrimido[4,3-a]isoquinolin-3-yl]piperidine-1-carboxamide COC=1C=C2CCN3C(C2=CC1OC)=C\C(\N(C3=O)C3CCN(CC3)C(=O)N)=N/C3=C(C=C(C=C3C)C)C